tert-butyl (S)-(1-(2-(3,4-dichloro-5-methyl-1H-pyrrole-2-carboxamido)-5-(hydrazinecarbonyl)phenyl)piperidin-3-yl)carbamate ClC1=C(NC(=C1Cl)C)C(=O)NC1=C(C=C(C=C1)C(=O)NN)N1C[C@H](CCC1)NC(OC(C)(C)C)=O